(3-Amino-6-(5-((S)-1,1-difluoro-2,3-dihydroxypropan-2-yl)-2-methylphenyl)pyrazin-2-yl)((R)-2-(hydroxymethyl)pyrrolidin-1-yl)methanone, trifluoroacetate salt FC(C(=O)O)(F)F.NC=1C(=NC(=CN1)C1=C(C=CC(=C1)[C@@](C(F)F)(CO)O)C)C(=O)N1[C@H](CCC1)CO